C(C1=CC=CC=C1)OC=1C(=C(C=C2C(=NC(=NC12)OC1CCOCC1)N1[C@@H]2CN([C@H](C1)C2)C(=O)OC(C)(C)C)I)Br tert-butyl (1S,4S)-5-(8-(benzyloxy)-7-bromo-6-iodo-2-((tetrahydro-2H-pyran-4-yl)oxy)quinazolin-4-yl)-2,5-diazabicyclo[2.2.1]heptane-2-carboxylate